(S)-2-methyl-4-(3-(3-methyl-1H-pyrazolo[3,4-b]pyridin-5-yl)imidazo[1,2-b]pyridazin-6-yl)morpholine C[C@H]1CN(CCO1)C=1C=CC=2N(N1)C(=CN2)C=2C=C1C(=NC2)NN=C1C